O.[Al].[Pb] lead aluminum water